FC(C1=NN(C(=C1)C(F)(F)F)CC(=O)N1CCC(CC1)C#N)(F)F 1-(2-(3,5-bis(trifluoromethyl)-1H-pyrazol-1-yl)acetyl)piperidine-4-carbonitrile